CC(C(C(=O)O)C(=O)O)=CC 2-methylbut-2-endicarboxylic acid